COC1=CC=C(C=C1)[C@H]1C[C@H](CN(C1)C)NC=1N=C2N(C(C1C)=O)C=CC=C2 2-[[(3R,5R)-5-(4-methoxyphenyl)-1-methyl-3-piperidyl]amino]-3-methyl-pyrido[1,2-a]pyrimidin-4-one